(S)-dimethyl 4,5,7-trimethyl-6-(1-(naphthalen-2-ylmethyl)-1H-naphtho[1,8-de][1,3,2]diazaborinin-2(3H)-yl)-1,3-dihydro-2H-indene-2,2-dicarboxylate CC1=C2CC(CC2=C(C(=C1C)B1N(C=2C3=C(N1)C=CC=C3C=CC2)CC2=CC3=CC=CC=C3C=C2)C)(C(=O)OC)C(=O)OC